The molecule is an amino octasaccharide consisting of four beta-D-galactopyranosyl-(1->4)-beta-D-N-acetylglucosamine disaccharides linked together by (1->3) glycosidic linkage, but with beta-D-glucopyranose replacing beta-D-N-acetylglucosamine as the terminal monosaccharide. CC(=O)N[C@@H]1[C@H]([C@@H]([C@H](O[C@H]1O[C@H]2[C@H]([C@H](O[C@H]([C@@H]2O)O[C@@H]3[C@H](O[C@H]([C@@H]([C@H]3O)NC(=O)C)O[C@H]4[C@H]([C@H](O[C@H]([C@@H]4O)O[C@@H]5[C@H](O[C@H]([C@@H]([C@H]5O)NC(=O)C)O[C@H]6[C@H]([C@H](O[C@H]([C@@H]6O)O[C@@H]7[C@H](O[C@H]([C@@H]([C@H]7O)O)O)CO)CO)O)CO)CO)O)CO)CO)O)CO)O[C@H]8[C@@H]([C@H]([C@H]([C@H](O8)CO)O)O)O)O